pentamethoxyisoflavan COC1(C(C(OC2=CC=CC=C12)(OC)OC)(C1=CC=CC=C1)OC)OC